N-(4-(2-amino-3-(3-morpholinoprop-1-ynyl)pyridin-4-yloxy)-3-fluorophenyl)-4-(4-fluorophenyl)-2-methyl-3,5-dioxo-2,3,4,5-tetrahydro-1,2,4-triazine-6-carboxamide NC1=NC=CC(=C1C#CCN1CCOCC1)OC1=C(C=C(C=C1)NC(=O)C=1C(N(C(N(N1)C)=O)C1=CC=C(C=C1)F)=O)F